C(C)(C)(C)OC(=O)N1CC=2C=CC(=NC2CC1C(C1=CC=CC=C1)O)Cl 2-chloro-7-(hydroxy(phenyl)methyl)-7,8-dihydro-1,6-naphthyridine-6(5H)-carboxylic acid tert-butyl ester